1-Ethyl-5-(hydroxymethyl)-N'-(((R)-3-methyl-1,2,3,5,6,7-hexahydrodicyclopenta[b,e]pyridin-8-yl)carbamoyl)-1H-pyrazole-3-sulfonimidamide C(C)N1N=C(C=C1CO)S(=O)(N)=NC(NC1=C2C(=NC3=C1CCC3)[C@@H](CC2)C)=O